amino-3-ethyl-5-((2-(1-((3-hydroxycyclobutyl)methyl)-1H-pyrazol-3-yl)ethyl)amino)-2-methylpyrazolo[1,5-a]pyrimidine-6-carbonitrile NC1=C(C(=NC=2N1N=C(C2CC)C)NCCC2=NN(C=C2)CC2CC(C2)O)C#N